(1S,3S)-3-((2-(5-chloro-3-(((methyl(propyl)carbamoyl)oxy)methyl)thiophen-2-yl)-4-methylpyrimidin-5-yl)oxy)cyclohexane-1-carboxylic acid ClC1=CC(=C(S1)C1=NC=C(C(=N1)C)O[C@@H]1C[C@H](CCC1)C(=O)O)COC(N(CCC)C)=O